Ethyl (R)-5-(2-(2,5-difluorophenyl)pyrrolidin-1-yl)pyrazolo[1,5-a]pyrimidine-3-carboxylate FC1=C(C=C(C=C1)F)[C@@H]1N(CCC1)C1=NC=2N(C=C1)N=CC2C(=O)OCC